ClC1=CC=C(C(=N1)C(=O)OC)NC(C)C=1C=C(C=C2C(C=C(OC12)SCC)=O)C methyl 6-chloro-3-[1-(2-ethylsulfanyl-6-methyl-4-oxo-chromen-8-yl)ethylamino]pyridine-2-carboxylate